methyl (R)-4-azidochromane-6-carboxylate N(=[N+]=[N-])[C@@H]1CCOC2=CC=C(C=C12)C(=O)OC